NC1=NC=NC=C1N 4,5-diaminopyrimidine